C(C=C)(=O)N1[C@H](CN(C[C@H]1C)C1=NC(N2C3=C(C(=C(C=C13)C(F)(F)F)C1=CC=C(C=C1)F)SC[C@H](C2)C2=CSC=C2)=O)C (S)-8-((3S,5R)-4-acryloyl-3,5-dimethylpiperazin-1-yl)-11-(4-fluorophenyl)-3-(thiophen-3-yl)-10-(trifluoromethyl)-3,4-dihydro-[1,4]thiazepino[2,3,4-ij]quinazolin-6(2H)-one